3-((5-Bromo-2-hydroxyphenyl)sulfonamido)-5-(1-cyanocyclobutyl)-2-hydroxy-N-((2-oxo-1,2-dihydropyridin-4-yl)methyl)benzamide BrC=1C=CC(=C(C1)S(=O)(=O)NC=1C(=C(C(=O)NCC2=CC(NC=C2)=O)C=C(C1)C1(CCC1)C#N)O)O